FC(O[C@H]1C[C@H](N(C1)C1=CC=C(C(=O)O)C=C1)COC(F)F)F 4-((2S,4S)-4-(difluoromethoxy)-2-((difluoromethoxy)methyl)pyrrolidin-1-yl)benzoic acid